3-((5-hydroxy-6-oxo-1,6-dihydropyrimidin-4-yl)methyl)-5-(4-((4-(morpholin-4-carbonyl)phenyl)ethynyl)phenyl)oxazolin-2-one OC1=C(N=CNC1=O)CN1C(OC(=C1)C1=CC=C(C=C1)C#CC1=CC=C(C=C1)C(=O)N1CCOCC1)=O